[Cl-].[Cl-].C[SiH](C)[Zr+2](C1C(=CC2=C(C=CC=C12)C)CC)C1C(=CC2=C(C=CC=C12)C)CC dimethylsilylbis(2-ethyl-4-methyl-1-indenyl)zirconium dichloride